C1(CC1)C=1N=CN(C1)C=1C(=CC(=C(C(=O)NC2=NC(=CC=C2)C=2N3C(=NN2)CC[C@H]3CC)C1)F)C (R)-5-(4-cyclopropyl-1H-imidazol-1-yl)-N-(6-(5-ethyl-6,7-dihydro-5H-pyrrolo[2,1-c][1,2,4]triazol-3-yl)pyridin-2-yl)-2-fluoro-4-methylbenzamide